ClC=1C=C(C(=O)C2=CC=C(C=C2)Cl)C=CC1 3,4'-dichlorobenzophenone